FC=1C=C(C=C(C1)F)[C@@H](C)NC=1C=C2C(=NNC2=CC1)\C=C\C=1C=NN(C1)C (R,E)-N-(1-(3,5-difluorophenyl)ethyl)-3-(2-(1-methyl-1H-pyrazol-4-yl)vinyl)-1H-indazol-5-amine